C(C)(C)(C)OC(=O)C1(C(CCCC1)CO[Si](C)(C)C(C)(C)C)F ((tert-Butyldimethylsilanyloxy)methyl)-1-fluorocyclohexane-1-carboxylic acid tert-butyl ester